BrC1=CC=2[C@](C3=CC=CC=C3C2C=C1)(C(=O)N1[C@@H]2CC([C@H]([C@@H]1C(=O)N[C@@H](C[C@@H]1C(NCCC1)=O)C#N)CC2)(F)F)O (1S,3R,4S)-2-((R)-2-bromo-9-hydroxy-9H-fluorene-9-carbonyl)-N-((S)-1-cyano-2-((R)-2-oxopiperidin-3-yl)ethyl)-5,5-difluoro-2-azabicyclo[2.2.2]octane-3-carboxamide